4-(4-((1R,5S)-3,8-diazabicyclo[3.2.1]octan-3-yl)-2-((((1R,2R)-2-hydroxycyclopentyl)amino)methyl)quinazolin-7-yl)naphthalen-2-ol [C@H]12CN(C[C@H](CC1)N2)C2=NC(=NC1=CC(=CC=C21)C2=CC(=CC1=CC=CC=C21)O)CN[C@H]2[C@@H](CCC2)O